3-methoxy-5-[[2-(1-methylpyrazol-4-yl)pyrimidin-4-yl]methyl]pyridin-2-ol COC=1C(=NC=C(C1)CC1=NC(=NC=C1)C=1C=NN(C1)C)O